C1(CC1)C=1C(=NC=NC1)OCC(C(=O)O)(C)C 3-((5-cyclopropylpyrimidin-4-yl)oxy)-2,2-dimethylpropionic acid